C(=O)C=1C=C(C=CC1)NC=1C=C(C=2N(N1)C(=CN2)C(=O)N)NC 6-[(3-formylphenyl)amino]-8-(methylamino)imidazo[1,2-b]pyridazine-3-carboxamide